N,N'-{[naphthalene-1,4-diylbis(pyridine-6,2-diyl)]bis[(2-isopropylphenyl)methylene]}bis(2,6-diisopropylaniline) C1(=CC=C(C2=CC=CC=C12)C1=CC=CC(=N1)C(C1=C(C=CC=C1)C(C)C)NC1=C(C=CC=C1C(C)C)C(C)C)C1=CC=CC(=N1)C(C1=C(C=CC=C1)C(C)C)NC1=C(C=CC=C1C(C)C)C(C)C